3-amino-N-(2-{9-amino-1,4-dioxa-7-azaspiro[4.4]nonan-7-yl}-4-fluoro-5,6,7,8-tetrahydroquinolin-6-yl)-4,6-dimethylthieno[2,3-b]pyridine-2-carboxamide NC1=C(SC2=NC(=CC(=C21)C)C)C(=O)NC2CC=1C(=CC(=NC1CC2)N2CC1(OCCO1)C(C2)N)F